1-4-aminophenoxybenzene NC1=CC=C(OC2=CC=CC=C2)C=C1